N1-Benzyl-3-(4-Methylpiperazin-1-Yl)Benzene-1,2-Diamine C(C1=CC=CC=C1)NC=1C(=C(C=CC1)N1CCN(CC1)C)N